CC1=NC(=CC(=N1)NC1=NN2C(C=C(C=C2)C=2N(N=CC2OC[C@@H]2N(CC2)C)C([2H])([2H])[2H])=C1)C N-(2,6-dimethylpyrimidin-4-yl)-5-[4-[[(2R)-1-methylazetidin-2-yl]methoxy]-2-(trideuteriomethyl)pyrazol-3-yl]pyrazolo[1,5-a]pyridin-2-amine